OC1=CC=C(C=C1)C1C(C(C1C(=O)OC)C1=CC=C(C=C1)O)C(=O)O 2,4-bis(4-hydroxyphenyl)-3-(methoxycarbonyl)cyclobutane-1-carboxylic acid